ClC=1C=CC=2C(=NC=C(N2)N2[C@H]3CC(C[C@@H]2CC3)N(C)C)N1 (1r,3s,5s)-8-(6-chloropyrido[2,3-b]pyrazin-2-yl)-N,N-dimethyl-8-azabicyclo[3.2.1]octane-3-amine